NC(C(=O)O[C@H](C)COC=1C(=C2C(=NC=NN2C1)OC=1C(=C2C=C(NC2=CC1)C)F)C)C (R)-1-((4-(4-fluoro-2-methyl-1H-indol-5-yloxy)-5-methylpyrrolo[2,1-f][1,2,4]triazin-6-yloxy) propan-2-yl) 2-aminopropionate